tert-butyl 7-[2-[2-chloro-4-(4-fluorophenyl)-5-(4-pyridyl)imidazol-1-yl]acetyl]-2,7-diazaspiro[3.5]nonane-2-carboxylate ClC=1N(C(=C(N1)C1=CC=C(C=C1)F)C1=CC=NC=C1)CC(=O)N1CCC2(CN(C2)C(=O)OC(C)(C)C)CC1